C(C)(C)(C)[Si](OC(C)(C)C1=CC(=NC(=C1F)C1=CC=C(C=C1)F)C1(OCC(C1)(F)F)CNC(OC(C)(C)C)=O)(C)C Tertbutyl ((2-(4-(2-((tertbutyldimethylsilyl)oxy)propan-2-yl)-5-fluoro-6-(4-fluorophenyl)-pyridin-2-yl)-4,4-difluorotetrahydrofuran-2-yl)methyl)carbamate